N-(4-(4-amino-5-(imidazo[1,2-a]pyridin-7-yl)-7-methyl-7H-pyrrolo[2,3-d]pyrimidin-6-yl)phenyl)methacrylamide NC=1C2=C(N=CN1)N(C(=C2C2=CC=1N(C=C2)C=CN1)C1=CC=C(C=C1)NC(C(=C)C)=O)C